diacetyloxyaluminum lithium hydride [H-].[Li+].C(C)(=O)O[Al+]OC(C)=O.[H-]